6-[1-[4-[tert-butyl(dimethyl)silyl]oxycyclohexyl]-5-methyl-pyrazol-4-yl]-4-[2,2,2-trifluoro-1-(5-fluoro-2-pyridyl)ethoxy]pyrazolo[1,5-a]pyridine-3-carbonitrile [Si](C)(C)(C(C)(C)C)OC1CCC(CC1)N1N=CC(=C1C)C=1C=C(C=2N(C1)N=CC2C#N)OC(C(F)(F)F)C2=NC=C(C=C2)F